[Sn]=O.[Li] lithium-tin oxide